2-benzyl-6-methyl-2-azaspiro[3.3]heptan-6-yl (2R,5S)-2,5-dimethyl-4-[5-(trifluoromethyl)pyrimidin-2-yl]piperazine-1-carboxylate C[C@H]1N(C[C@@H](N(C1)C1=NC=C(C=N1)C(F)(F)F)C)C(=O)OC1(CC2(CN(C2)CC2=CC=CC=C2)C1)C